C(CCCCCCC(=O)OCC(COC(CCCCC(=O)OC(CCCCCCCC)CCCCCCCC)=O)OC(CCCN(C)C)=O)(=O)OCC(CCCCCC)CCCC 1-(2-butyloctyl) 8-(2-((4-(dimethylamino) butanoyl) oxy)-3-((6-(heptadecan-9-yloxy)-6-oxohexanoyl) oxy) propyl) suberate